1,1,2,2,2-pentafluoroethyl 1,1,1,2-tetrafluoroethyl Ether FC(C(F)OC(C(F)(F)F)(F)F)(F)F